(R)-3-(3-fluoro-4-(6-(2-methyl-2H-tetrazol-5-yl)pyridin-3-yl)phenyl)-5-(1-hydroxyethyl)oxazolidin-2-one phosphate P(=O)(O)(O)O.FC=1C=C(C=CC1C=1C=NC(=CC1)C=1N=NN(N1)C)N1C(O[C@H](C1)C(C)O)=O